methyl (S)-3-[((R)-tert-butylsulfinyl)amino]-3-[3-(pentafluorosulfanyl)phenyl]propanoate C(C)(C)(C)[S@@](=O)N[C@@H](CC(=O)OC)C1=CC(=CC=C1)S(F)(F)(F)(F)F